Cl.Cl.Cl.C1(=CC=CC=C1)[C@H]1[C@@H](CNC1)C(=O)NC1=CC(=CC=C1)C=1C=NC=NC1 |r| (±)-trans-4-phenyl-N-[3-(pyrimidin-5-yl)phenyl]Pyrrolidine-3-carboxamide trihydrochloride